C(C)OC(=O)C=1N=C(N2C1N=C(C=C2CS(=O)(=O)C)N2[C@@H](COCC2)C)Br (R)-6-bromo-2-(3-methylmorpholino)-4-((methylsulfonyl)methyl)imidazo[1,5-a]pyrimidine-8-carboxylic acid ethyl ester